FC1(CNCCC1NC(=O)C1=C(OC2=C1C=C(C=C2)OCC=2SC(=CN2)C)C)F N-(3,3-difluoropiperidin-4-yl)-2-methyl-5-((5-methylthiazol-2-yl)methoxy)benzofuran-3-carboxamide